C(C)(C)C=1C(=NNC1C=1C=C(C=2N(C1)N=CN2)C)C=2SC1=C(N2)CCC(C1)N(C)C 2-(4-isopropyl-5-(8-methyl-[1,2,4]triazolo[1,5-a]pyridin-6-yl)-1H-pyrazol-3-yl)-N,N-dimethyl-4,5,6,7-tetrahydrobenzo[d]thiazol-6-amine